3-methyl-8-[5-[2-[1-(trifluoromethyl)cyclopropyl]ethynyl]-3,4-dihydro-2H-quinolin-1-yl]-2,4,5,7,10-pentazatricyclo[7.4.0.02,6]trideca-1(13),3,5,7,9,11-hexaene CC=1N2C3=CC=CN=C3C(=NC2=NN1)N1CCCC2=C(C=CC=C12)C#CC1(CC1)C(F)(F)F